CC1(OB(OC1(C)C)C1=C2C(=NC=C1)N(C=C2)C(=O)OC(C)(C)C)C tert-Butyl 4-(4,4,5,5-tetramethyl-1,3,2-dioxaborolan-2-yl)-1H-pyrrolo[2,3-b]pyridine-1-carboxylate